2-(1H-PYRAZOL-1-YL)BENZALDEHYDE N1(N=CC=C1)C1=C(C=O)C=CC=C1